2-(3-chlorophenyl)-N-(3-(diethylamino)propyl)benzo[d]imidazo[2,1-b]thiazole ClC=1C=C(C=CC1)C=1N(C2SC3=C(N2C1)C=CC=C3)CCCN(CC)CC